Isopropyl (1S,3S)-3-((2-methyl-6-(1-methyl-5-((((4-nitrophenoxy) carbonyl)oxy)methyl)-1H-1,2,3-triazol-4-yl) pyridin-3-yl)oxy)cyclohexane-1-carboxylate CC1=NC(=CC=C1O[C@@H]1C[C@H](CCC1)C(=O)OC(C)C)C=1N=NN(C1COC(=O)OC1=CC=C(C=C1)[N+](=O)[O-])C